NC1=NC2=C(C=C(C=C2C=C1)C1=CC=C(C(=O)NCCCN(C)C)C=C1)O 4-(2-amino-8-hydroxyquinolin-6-yl)-N-(3-(dimethylamino)propyl)benzamide